FC1=C(C=CC(=C1)OC)C(C1=CC=C(C=C1)O)(C1=CC=CC=C1)O 4-((2-fluoro-4-methoxyphenyl)(hydroxy)(phenyl)methyl)phenol